C(CCCCCCCCCCC)C1=CC=CC=C1.[Na] sodium dodecyl-benzene